methylene-6-((5-cyclopropyl-1-(piperazinyl)propylimidazol-4-yl)methylene)piperazine-2,5-dione C=C1C(NC(C(N1)=O)=CC=1N=C(NC1C1CC1)C(CC)N1CCNCC1)=O